3,5-di-tert-butyl-4-hydroxyl-benzoic acid hexadecyl ester C(CCCCCCCCCCCCCCC)OC(C1=CC(=C(C(=C1)C(C)(C)C)O)C(C)(C)C)=O